COP(=O)(OC)C(C)C(C(=O)[O-])OC1=C(C=C(C=C1)Cl)Cl 1-(Dimethoxyphosphoryl)-ethyl-(2,4-dichlorophenoxy)acetat